4-oxobut-2-enoic acid [2-((tert-butoxycarbonyl) (methyl) amino) ethyl] ester C(C)(C)(C)OC(=O)N(CCOC(C=CC=O)=O)C